(5-(6-((2-methoxyethyl)(methyl)amino)-1H-benzo[d]imidazol-2-yl)-1H-pyrrol-3-yl)(2-(trifluoromethyl)phenyl)methanone COCCN(C=1C=CC2=C(NC(=N2)C2=CC(=CN2)C(=O)C2=C(C=CC=C2)C(F)(F)F)C1)C